ClC1=CN=C(C(N1CC(=O)OCC)=O)NCC1(CC1)C1=CC=C(C=C1)Cl ethyl 2-(6-chloro-3-(((1-(4-chlorophenyl)cyclopropyl)methyl)amino)-2-oxopyrazin-1(2H)-yl)acetate